(S)-N'-(((S)-3-methyl-3,5,6,7-tetrahydro-2H-indeno[5,6-b]furan-4-yl)carbamoyl)-6,7-dihydro-5H-pyrazolo[5,1-b][1,3]oxazine-3-sulfonimidamide C[C@H]1C2=C(OC1)C=C1CCCC1=C2NC(=O)N=[S@@](=O)(N)C=2C=NN1C2OCCC1